C(C1=CC=CC=C1)[C@@]1(N(C[C@H](C1)OCC1=CC=CC=C1)C(=O)OC(C)(C)C)CO (2S,4S)-tert-butyl 2-benzyl-4-(benzyloxy)-2-(hydroxymethyl)pyrrolidine-1-carboxylate